2-((4-((5-Cyclopropyl-3-(2,6-dichlorophenyl)isoxazol-4-yl)methoxy)bicyclo[2.2.2]octan-1-yl)methoxy)pyrimidin C1(CC1)C1=C(C(=NO1)C1=C(C=CC=C1Cl)Cl)COC12CCC(CC1)(CC2)COC2=NC=CC=N2